C1(=CC=CC=C1)N1C2=CC=CC=C2C=2C=CC(=CC12)C1(C=CC2=C(O1)C1=CC=CC=C1C(=C2C(=O)OC)O)C2=CC=CC=C2 2-(9-phenylcarbazol-2-yl)-2-phenyl-5-methoxycarbonyl-6-hydroxy-2H-naphtho[1,2-b]pyran